C1(CCCCC1)C1=CC=C2N=C3C(C4=C(C(C3=NC2=C1)=O)N=CC=C4)=O 9-Cyclohexylpyrido[2,3-b]phenazine-5,12-dione